tert-butyl 4-((1-(2,5-dimethoxy-4-(2-methyl-1-oxo-1,2-dihydro-2,7-naphthyridin-4-yl)benzyl)piperidin-4-yl)oxy)piperidine-1-carboxylate COC1=C(CN2CCC(CC2)OC2CCN(CC2)C(=O)OC(C)(C)C)C=C(C(=C1)C1=CN(C(C2=CN=CC=C12)=O)C)OC